N,N'-propylenebisacrylamide benzyl-4-[7-[3-(tert-butoxycarbonylamino)-1-isoquinolyl]-6,8-dihydro-5H-pyrido[3,4-d]pyrimidin-4-yl]piperazine-1-carboxylate C(C1=CC=CC=C1)OC(=O)N1CCN(CC1)C=1C2=C(N=CN1)CN(CC2)C2=NC(=CC1=CC=CC=C21)NC(=O)OC(C)(C)C.C(C(C)NC(C=C)=O)NC(C=C)=O